N1(CCNCC1)C1CCN(CC1)C1=CC=C(N=N1)C(=O)N 6-(4-(piperazin-1-yl)piperidin-1-yl)pyridazine-3-carboxamide